[5-Chloro-2-[(2-methoxy-phenyl)-methyl-carbamoyl]-4-(4,4,5,5-tetramethyl[1,3,2]dioxaborolan-2-yl)-phenyl]-acetic acid 2-trimethylsilanyl-ethyl ester C[Si](CCOC(CC1=C(C=C(C(=C1)Cl)B1OC(C(O1)(C)C)(C)C)C(N(C)C1=C(C=CC=C1)OC)=O)=O)(C)C